C(C(C)C)C1=C(C(=CC=C1)C)B(O)O (2-isobutyl-6-methyl-phenyl)boronic acid